C(C=C)(=O)N1C[C@@H](N(CC1)C1=NC(N2C3=C(C(=C(C=C13)Cl)C1=C3C(NCC3=CC=C1)=O)SCC2)=O)C 7-((S)-4-acryloyl-2-methylpiperazin-1-yl)-9-chloro-10-(3-oxoisoindolin-4-yl)-2,3-dihydro-5H-[1,4]thiazino[2,3,4-ij]quinazolin-5-one